tert-butyl 2-(1-benzyl-3-methyl-2,5-dioxo-pyrrolidin-3-yl)pyrrole-1-carboxylate C(C1=CC=CC=C1)N1C(C(CC1=O)(C)C=1N(C=CC1)C(=O)OC(C)(C)C)=O